N-succinimidyl 4-(2-pyridyldithio)pentanoate CC(CCC(=O)ON1C(=O)CCC1=O)SSC2=CC=CC=N2